7-bromo-2-(1-isopropyl-1H-pyrazol-4-yl)-3H-imidazo[4,5-b]pyridine BrC1=C2C(=NC=C1)NC(=N2)C=2C=NN(C2)C(C)C